O=C1NC(CCC1N1C(C2=CC=C(C=C2C1=O)NCCCCCCCC(=O)N1CCN(CC1)C1=CC=C(C=C1)C1=NNC2=C1N=C(N=C2)C2=C(C=CC=C2OC)F)=O)=O 2-(2,6-Dioxopiperidin-3-yl)-5-((8-(4-(4-(5-(2-Fluoro-6-methoxyphenyl)-1H-pyrazolo[4,3-d]pyrimidin-3-yl)phenyl)piperazin-1-yl)-8-oxooctyl)amino)isoindolin-1,3-dion